C(#N)C1(CC=2C(=NC=CC2)C1)NC(=O)[C@@H]1[C@H]2C([C@H]2CN1C([C@H](C(C)(C)C)NC(C(F)(F)F)=O)=O)(C)C (1R,2S,5S)-N-(6-cyano-5,7-dihydrocyclopenta[b]pyridin-6-yl)-3-[(2S)-3,3-dimethyl-2-[(2,2,2-trifluoroacetyl)amino]butanoyl]-6,6-dimethyl-3-azabicyclo[3.1.0]hexane-2-carboxamide